NC1=NC=2C=C(C(=CC2C2=C1C=NN2C)C(=O)N(CC)CC2=NC=C(C=C2)Br)C 4-amino-N-((5-bromopyridin-2-yl)methyl)-N-ethyl-1,7-dimethyl-1H-pyrazolo[4,3-c]quinoline-8-carboxamide